3-chloro-5-[[2,4-difluoro-5-[2-(2-hydroxyethoxy)phenyl]phenyl]sulfamoyl]-4-fluorobenzoic acid ClC=1C=C(C(=O)O)C=C(C1F)S(NC1=C(C=C(C(=C1)C1=C(C=CC=C1)OCCO)F)F)(=O)=O